CC1N(CCC1)C=1C=NC=C(C1)C#C[Si](C)(C)C 3-(2-methylpyrrolidin-1-yl)-5-((trimethylsilyl)ethynyl)pyridine